NC=1OC(=CN1)C1=CC=C(C=C1)C1=CC(=NC=N1)NCCN1C(=CC2=C(C=C(C=C12)F)OC)C {6-[4-(2-Amino-oxazol-5-yl)-phenyl]-pyrimidin-4-yl}-[2-(6-fluoro-4-methoxy-2-methyl-indol-1-yl)-ethyl]-amine